(S)-3-Fluoro-pyrrolidin F[C@@H]1CNCC1